N1C=NC2=C1C=CC(=C2)C2=NC(=NO2)C2=C(C=CC=C2)OC 5-(1H-benzo[d]imidazol-5-yl)-3-(2-methoxy-phenyl)-1,2,4-oxadiazole